BrC1=CC=C2C=NN(C2=C1OC)C1CCOCC1 6-Bromo-7-methoxy-1-(tetrahydro-2H-pyran-4-yl)-1H-indazole